2-(4-(4,4,5,5-Tetramethyl-1,3,2-dioxaborolan-2-yl)-1H-pyrazol-1-yl)acetonitrile CC1(OB(OC1(C)C)C=1C=NN(C1)CC#N)C